C(#N)C1=C(C(=NC2=C(C=C(C=C12)F)C(C)=CC(C)C)C1COCCC1)C [1-(4-cyano-6-fluoro-3-methyl-2-tetrahydropyran-3-yl-8-quinolyl)ethylidene]-2-methyl-propane